FS(C1=C(N)C=CC=C1)(F)(F)(F)F 2-(pentafluoro-λ6-sulfanyl)aniline